methyl (R)-2-((tert-butoxycarbonyl)amino)-2-cyclopropylacetate C(C)(C)(C)OC(=O)N[C@@H](C(=O)OC)C1CC1